C1(=CC=C(C=C1)C=1C(=CC(C1)=O)C1=CC=CC=C1)C=1C(=CC(C1)=O)C1=CC=CC=C1 4,4'-(1,4-phenylene)bis(3-phenylcyclopenta-2,4-dien-1-one)